OCNC1=NC(=NC(=N1)N(CO)CO)N(CO)CO ({6-[(hydroxymethyl)amino]-1,3,5-triazine-2,4-diyl}dinitrilo)tetramethanol